2-methoxy-4-(1-methylpiperidin-4-yl)aniline COC1=C(N)C=CC(=C1)C1CCN(CC1)C